ethyl 2-chloro-5-(2,6-dioxo-4-(trifluoromethyl)-3,6-dihydropyrimidin-1(2H)-yl)-4-fluorobenzoate ClC1=C(C(=O)OCC)C=C(C(=C1)F)N1C(NC(=CC1=O)C(F)(F)F)=O